C(C)(C)(C)OC(CC1C=2N(C3=C(C(=N1)C1=CC=C(C=C1)CCCCNO)C(=C(S3)C)C)C(=NN2)C)=O tert-Butyl-2-(4-(4-(4-(hydroxyamino)butyl)phenyl)-2,3,9-trimethyl-6H-thieno[3,2-f][1,2,4]triazolo[4,3-a][1,4]diazepin-6-yl)acetat